FC1=CC=C(C=C1)N1C(N(C(C2=C1N(C(C=C2NC2=CC=C(C=C2)OC(F)(F)F)=O)C)=O)C2=CC=C(C=C2)F)=O 1,3-bis(4-fluorophenyl)-8-methyl-5-{[4-(trifluoromethoxy)phenyl]amino}pyrido[2,3-d]pyrimidine-2,4,7(1h,3h,8h)-trione